2-ethylhexyl 3-[5-[(1S)-1-[[(R)-tert-butylsulfinyl]amino]spiro[indane-2,4'-piperidin]-1'-yl]pyrazin-2-yl]sulfanylpropanoate C(C)(C)(C)[S@@](=O)N[C@@H]1C2=CC=CC=C2CC12CCN(CC2)C=2N=CC(=NC2)SCCC(=O)OCC(CCCC)CC